ClC1=C(C(=CC=C1)Cl)N1N=C(C(=N1)C(=O)N)NC=1C=NN(C1)CC(=O)N1CCOCC1 2-(2,6-dichlorophenyl)-5-((1-(2-morpholino-2-oxoethyl)-1H-pyrazol-4-yl)amino)-2H-1,2,3-triazole-4-carboxamide